3-amino-2-(((benzyloxy)carbonyl)amino)propanoic acid (S)-tert-butyl ester C(C)(C)(C)OC(C(CN)NC(=O)OCC1=CC=CC=C1)=O